tetraazacycloheptadec[16,17-f]isoquinoline-3-carboxamide N1=NN(N=C2N=CC=3C(=C12)C=CC=CC=CC=CC=CC=CC=CC3)C(=O)N